C(#N)C(CCC(=O)O)(C)SC(=S)SCC 4-cyano-4-(ethylsulfanyl-thiocarbonyl)sulfanyl-pentanoic acid